S(=O)(=O)(O)C=1C=C(C(=O)OC(C2=CC(=CC=C2)S(=O)(=O)O)=O)C=CC1 m-sulfobenzoic anhydride